2-hexene-1,6-dicarboxylic acid C(C=CCCCC(=O)O)C(=O)O